3-(1-oxo-5-(1-(pyrazolo[1,5-a]pyrimidin-6-ylmethyl)piperidin-4-yl)isoindolin-2-yl)piperidine-2,6-dione O=C1N(CC2=CC(=CC=C12)C1CCN(CC1)CC=1C=NC=2N(C1)N=CC2)C2C(NC(CC2)=O)=O